ClC[C@@H](COC1=C(C=C(C=C1)C(C)(C)C1=CC=C(C=C1)OC[C@@H](CN1C=NC=C1)O)I)O (R)-1-chloro-3-(4-(2-(4-((R)-2-hydroxy-3-(1H-imidazol-1-yl)propoxy)phenyl)propan-2-yl)-2-iodophenoxy)propan-2-ol